N-(2-chlorobenzyl)acetamide ClC1=C(CNC(C)=O)C=CC=C1